sodium 9,12,15-eicosatrienoate C(CCCCCCCC=CCC=CCC=CCCCC)(=O)[O-].[Na+]